C(C)(C)(C)OC(=O)N1CCC(CC1)OC(=O)N[C@@H](CO[Si](C)(C)C(C)(C)C)C(=O)O N-(((1-(tert-butoxycarbonyl)piperidin-4-yl)oxy)carbonyl)-O-(tert-butyldimethylsilyl)-L-serine